CS(=O)(C)=NC1=CC(=NC=N1)N1N=CN=C1[C@H](C)NC(=O)C1=CC2=C(OC(O2)(F)F)C=C1 (S)-N-(1-(1-(6-((dimethyl(oxo)-λ6-sulfaneylidene)amino)pyrimidin-4-yl)-1H-1,2,4-triazol-5-yl)ethyl)-2,2-difluorobenzo[d][1,3]dioxole-5-carboxamide